(S)-1-(oxetan-2-ylmethyl)-2-((4-(6-((3-phenyloxetan-3-yl)oxy)pyridin-2-yl)piperazin-1-yl)methyl)-1H-benzo[d]imidazole-6-carboxylic acid O1[C@@H](CC1)CN1C(=NC2=C1C=C(C=C2)C(=O)O)CN2CCN(CC2)C2=NC(=CC=C2)OC2(COC2)C2=CC=CC=C2